B(O)(O)O.C1(=CC=CC=C1)C=1C(=CC=CC1)C1=CC=CC=C1.ClC=1N=C(C2=C(N1)N(C=C2)S(=O)(=O)C2=CC=C(C)C=C2)N2[C@@H](CCC2)C(=O)N (S)-1-(2-chloro-7-tosyl-7H-pyrrolo[2,3-d]pyrimidin-4-yl)pyrrolidine-2-carboxamide terphenyl-borate